CN(CCC1=CNC2=CC=CC(=C12)CNS(=O)(=O)C)C N-((3-(2-(dimethylamino)ethyl)-1H-indol-4-yl)methyl)methanesulfonamide